CC1(CC(=NO1)C1[C@H]2CN(C[C@@H]12)C(=O)C=1N=CN(C1)[C@H](CC1=CC=CC=C1)C)C [(1R,5S,6S)-6-(5,5-dimethyl-4,5-dihydro-1,2-oxazol-3-yl)-3-azabicyclo[3.1.0]hex-3-yl]{1-[(2S)-1-phenylpropan-2-yl]-1H-imidazol-4-yl}methanone